C(C)C1(NC(N(C(C1)=O)[C@H](CCOC)C1=CC(=CC=C1)C(NC1C(C2(C3=CC=CC=C13)CC2)O)=O)=[NH2+])C [4-ethyl-1-[(1R)-1-[3-[(2'-hydroxyspiro[cyclopropane-1,3'-indane]-1'-yl)carbamoyl]phenyl]-3-methoxy-propyl]-4-methyl-6-oxo-hexahydropyrimidin-2-ylidene]ammonium